C[C@]12CC[C@@H]3[C@H]([C@@H]1CCC2=O)CCC4=CC(=O)CC[C@H]34 19-Nor-4-Androstenedione